(fluoromethyl) (difluoromethyl) sulfite S(=O)(OCF)OC(F)F